C(CCC)OC(=O)C=1C(=CC=C(C1C(=O)OCCCC)C(=O)OCCCC)C1=CC=CC=C1.FC(C1CCN(CC1)C1=CC=C(C=C1)NC1=CC=C(CNC(=O)C2CNC2)C=C1)(F)F N-(4-((4-(4-(trifluoromethyl)piperidin-1-yl)phenyl)amino)benzyl)azetidine-3-carboxamide tri-n-butyl-biphenyl-tricarboxylate